OC1OC2=CC=C(C=C2C[C@@H]1NC([C@H](CC1=CC=CC=C1)NC(OCC1=CC=CC=C1)=O)=O)C Benzyl ((2S)-1-(((3S)-2-hydroxy-6-methylchroman-3-yl)amino)-1-oxo-3-phenylpropan-2-yl)carbamate